N,N-dimethyl-bromoethyl-methacryloyloxyethyl-ammonium bromide [Br-].C[N+](C)(CCOC(C(=C)C)=O)CCBr